CC1=CC=C(C=C1)S(=O)(=O)OC1CC(C1)OC1CCOCC1 (3-tetrahydropyran-4-yloxycyclobutyl) 4-methylbenzenesulfonate